oxygen nitrogen argon nitrogen [N].[Ar].[N].[O]